The molecule is a carbamate ester obtained by formal condensation of the carboxy group of ethyl(methyl)carbamic acid with the phenolic OH group of 3-[(1S)-1-(dimethylamino)ethyl]phenol. A reversible cholinesterase inhibitor. It has a role as an EC 3.1.1.8 (cholinesterase) inhibitor, a neuroprotective agent and a cholinergic drug. It is a carbamate ester and a tertiary amino compound. It is a conjugate base of a rivastigmine(1+). CCN(C)C(=O)OC1=CC=CC(=C1)[C@H](C)N(C)C